N1(N=NN=C1)CC(=O)NC1=CC(=C(C(=O)OC)C=C1)O Methyl 4-(2-(1H-tetrazol-1-yl)acetamido)-2-hydroxybenzoate